1-((R)-3'-(2-((2S,5S)-2-(3-chloro-4-fluorophenyl)-5-methylpyrrolidin-1-yl)-2-oxoethyl)-2',4'-dioxo-2,3-dihydrospiro[indene-1,5'-oxazolidine]-5-yl)-3-methylurea ClC=1C=C(C=CC1F)[C@H]1N([C@H](CC1)C)C(CN1C(O[C@]2(C1=O)CCC1=CC(=CC=C12)NC(=O)NC)=O)=O